C[Si](C)(C)C#CC1=CN=C2N1C=CN=C2 3-((Trimethylsilyl)ethynyl)imidazo[1,2-a]pyrazine